FC(C=1C(=NC(=NC1)NC=1C=C(C(=O)N[C@@H]2CNCCC2)C=CC1)NCC1=CC=C(C=C1)F)(F)F (S)-3-({5-trifluoromethyl-4-[(4-fluorobenzyl)amino]pyrimidin-2-yl}amino)-N-(piperidin-3-yl)benzamide